CN1N=CC=C1C(=O)NC(C(NC1=CC=C2C(=C1)NC(C21CCOCC1)=O)=O)C1C(CC1)C 2-Methyl-N-{1-(2-methyl-cyclobutyl)-2-oxo-2-[(2-oxo-spiro[indoline-3,4'-tetrahydropyran]-6-yl)amino]ethyl}-pyrazole-3-carboxamide